OCCC[N+]1(CCCC1)C 1-(3-hydroxypropyl)-1-methylpyrrolidin-1-ium